3-(α-methylbenzyl)-5-(α,α-dimethylbenzyl)salicylic acid CC(C1=CC=CC=C1)C1=C(C(C(=O)O)=CC(=C1)C(C1=CC=CC=C1)(C)C)O